3-benzyloxypropan-1-ol C(C1=CC=CC=C1)OCCCO